1-{5-[(R)-(1,3-dimethyl-azetidin-3-yl)-hydroxy-(4-isopropyl-phenyl)-methyl]-pyridin-3-yl}-pyrrolidin-2-one CN1CC(C1)(C)[C@@](C=1C=C(C=NC1)N1C(CCC1)=O)(C1=CC=C(C=C1)C(C)C)O